C(C(=C)C)(=O)N1CN(CN(C1)C(C(=C)C)=O)C(C(=C)C)=O 1,3,5-trimethacryloyl-hexahydro-s-triazine